ethyl 3-chloro-5-(4,4-difluoroazepan-1-yl)-2-(trifluoromethyl)isonicotinate ClC1=C(C(=O)OCC)C(=CN=C1C(F)(F)F)N1CCC(CCC1)(F)F